C(#N)C1=CC(=NC(=N1)C)NC1=CC(=NN1)CCC=1C=C(C=CC1C)C1CCCC12CCN(CC2)C(=O)N (3-(2-(5-((6-cyano-2-methylpyrimidin-4-yl)amino)-1H-pyrazol-3-yl)ethyl)-4-methylphenyl)-8-azaspiro[4.5]decane-8-carboxamide